[F-].FCF difluoromethane fluoride